ethyl propiolate (ethyl propiolate) C(C)C#CC(=O)O.C(C#C)(=O)OCC